O=C1NC(CCC1N1C(C2=CC=C(C=C2C1=O)N1CCN(CC1)C1CCN(CC1)C1=C(C=C(C(=C1)OC)[N+](=O)[O-])C)=O)=O 2-(2,6-dioxopiperidin-3-yl)-5-(4-(1-(5-methoxy-2-methyl-4-nitrophenyl)piperidin-4-yl)piperazin-1-yl)-2,3-dihydro-1H-isoindole-1,3-dione